NCC1=CC(NC=C1)=O 4-(aminomethyl)-1,2-dihydropyridin-2-one